(E)-1-(N-ethyl-pyrrol-2-yl)-3-(4-methoxyphenyl)prop-2-en-1-one C(C)N1C(=CC=C1)C(\C=C\C1=CC=C(C=C1)OC)=O